C(C)(C)[N+]1(CN(C2=C1C=CC(=C2)C(F)(F)F)C(C)C)C(=O)[O-] 1,3-diisopropyl-5-(trifluoromethyl)-1H-benzimidazoliumcarboxylate